FC1(CN(C1)N=O)F 3,3-Difluoro-1-nitrosoazetidine